FC=1C=C(C=C(C1)F)S(=O)(=O)N1C2CNCC1CC2 8-[(3,5-difluorophenyl)sulfonyl]-3,8-diazabicyclo[3.2.1]octane